[18F][C@H]1C[C@@H](O[C@@H]1CO)N1C(=O)NC(=O)C(C)=C1 3'-deoxy-3'-[18F]fluorothymidine